1-(4-((4-((5-(furan-2-yl)-2-methoxyphenyl)amino)-7-methoxyquinazolin-6-yl)oxy)-3-methylpiperidin-1-yl)prop-2-en-1-one O1C(=CC=C1)C=1C=CC(=C(C1)NC1=NC=NC2=CC(=C(C=C12)OC1C(CN(CC1)C(C=C)=O)C)OC)OC